OC1=CC=C2[C@H]([C@H]([C@H](OC2=C1)C)C1=CC=CC=C1)C1=CC=C(OCCCCCN2CCN(CC2)C=2C=C3CN(C(C3=CC2)=O)C2C(NC(CC2)=O)=O)C=C1 3-(5-(4-(5-(4-((2R,3S,4R)-7-hydroxy-2-methyl-3-phenylchroman-4-yl)phenoxy)pentyl)piperazin-1-yl)-1-oxoisoindolin-2-yl)piperidine-2,6-dione